COC=1C=NC=C(C1)C#CC1=C(C=CC=C1)NS(=O)(=O)C=1C(=CC=C2C=CC=NC12)C 3-methoxy-5-{2-[2-(7-Methylchinolin-8-sulfonamido)phenyl]ethynyl}pyridin